C(C)(C)(C)OC(=O)NC=1C(=CC(=C(C1)B(O)O)C)F (5-((tert-Butoxycarbonyl)amino)-4-fluoro-2-methylphenyl)boronic acid